2-(6-(cyclopropanesulfonamido)pyrazin-2-yl)-N-(5-(6-ethoxypyrazin-2-yl)pyridin-2-yl)-2-methylpropanamide C1(CC1)S(=O)(=O)NC1=CN=CC(=N1)C(C(=O)NC1=NC=C(C=C1)C1=NC(=CN=C1)OCC)(C)C